4-cyclobutyl-1-(tetrahydro-2H-pyran-2-yl)-1H-pyrazole C1(CCC1)C=1C=NN(C1)C1OCCCC1